2-(4-(2-((1-(methylsulfonyl)piperidin-4-yl)amino)-5-(trifluoromethyl)pyrimidin-4-yl)-1H-imidazol-1-yl)benzonitrile CS(=O)(=O)N1CCC(CC1)NC1=NC=C(C(=N1)C=1N=CN(C1)C1=C(C#N)C=CC=C1)C(F)(F)F